CON[C@@H](CC1=CC=C(C=C1)O)C(=O)O METHOXYTYROSINE